BrC1=NC(=CC(=C1)NCCOC)Br 2,6-dibromo-N-(2-methoxyethyl)pyridin-4-amine